3-(2,4-Dimethylthiophen-3-yl)-1-[(1-methyl-1H-pyrazol-4-yl)(1-methylpiperidin-3-yl)sulfamoyl]urea CC=1SC=C(C1NC(NS(N(C1CN(CCC1)C)C=1C=NN(C1)C)(=O)=O)=O)C